CC1=NC(=CC=C1NC(=O)[C@@H]1[C@H](CCCC1)C(=O)O)C1=C(C(=NO1)C)NC(=O)O[C@H](C)C=1C=NC=CC1 (1S,2S)-2-((2-methyl-6-(3-methyl-4-((((R)-1-(pyridin-3-yl)ethoxy)carbonyl)amino)isoxazol-5-yl)pyridin-3-yl)carbamoyl)cyclohexane-1-carboxylic acid